3-oxo-cyclobutanecarboxylic acid methyl ester COC(=O)C1CC(C1)=O